C(C)SC1=C(C=CC=C1)SC=1C=2N(C=NC1)C=CN2 8-((2-(ethylthio)phenyl)thio)imidazo[1,2-c]pyrimidin